endo-2-azabicyclo[2.2.1]hept-5-ene-3-carboxylic acid ethyl ester C(C)OC(=O)C1NC2C=CC1C2